FC1=C(C(=CC=C1OC)N1N=C(N=C1)C(F)(F)F)CNC(=O)C=1C(=NN(C1)CC1=CC=C2CCN(CC2=C1)C(C)C)COC N-({2-fluoro-3-methoxy-6-[3-(trifluoromethyl)-1,2,4-triazol-1-yl]phenyl}methyl)-1-[(2-isopropyl-3,4-dihydro-1H-isoquinolin-7-yl)methyl]-3-(methoxymethyl)pyrazole-4-carboxamide